benzyl (2-((2r,5r)-5-((tert-butoxycarbonyl)amino)-5-(hydroxymethyl)-1,3-dioxan-2-yl)ethyl)carbamate C(C)(C)(C)OC(=O)NC1(COC(OC1)CCNC(OCC1=CC=CC=C1)=O)CO